[N+](=O)([O-])C1=CC=C(C=C1)N1CCC(CC1)N1CCN(CC1)C(=O)OC(C)(C)C tertbutyl 4-[1-(4-nitrophenyl)piperidin-4-yl]piperazine-1-carboxylate